[I-].COC1=C(OC(=O)C=2C=[N+](C=CC2)C)C(=CC(=C1)C=1NC(=C(N1)C1=CC=CC=C1)C=1SC=CC1)OC 3-((2,6-Dimethoxy-4-(4-phenyl-5-(thiophen-2-yl)-1H-imidazol-2-yl)phenoxy)carbonyl)-1-methylpyridin-1-ium iodide